C(C=C)(=O)N1CCN(CC1)C(CC)C1=CC=C(C=C1)[C@H](C)NC1=NC=C2C=CC(N(C2=C1)CC)=O 7-((S)-1-[4-[1-(4-Acryloyl-piperazin-1-yl)-propyl]-phenyl]-ethylamino)-1-ethyl-1H-[1,6]naphthyridin-2-one